O=C(CC(=O)OC[C@H]([C@H](COC(CC(C)=O)=O)OC(CC(C)=O)=O)OC(CC(C)=O)=O)C (2R,3S)-butane-1,2,3,4-tetrayl tetrakis(3-oxobutyrate)